C(C)(C)(C)OC(=O)N1CCSCC1 4-(tert-butoxycarbonyl)thiomorpholine